OCCCN(CCCCN(CCCC(=O)[O-])CCCC(=O)OCCCCCCCCCCCCCCCCCCCCC)CCCC(OCCCCCCCCCCC)=C=O Heneicosyl 4,4'-((4-((3-hydroxypropyl)(4-carbonyl-4-(undecanyloxy)butyl)amino)butyl)azanediyl)dibutyrate